ClC1=NC=C2NC(N(C2=N1)CC1=CC(=C(C=C1)C=1N(C=C(N1)C(F)(F)F)C)F)=N 2-chloro-9-[[3-fluoro-4-[1-methyl-4-(trifluoromethyl)imidazol-2-yl]phenyl]methyl]-7H-purin-8-imine